C1(=CC=CC2=CC=CC=C12)CC=1NC(C2=C(N1)CCNC2)=O 2-(naphthalen-1-ylmethyl)-5,6,7,8-tetrahydropyrido[4,3-d]pyrimidin-4(3H)-one